N-((S)-(4,4-Difluorocyclohexyl)(5-((R)-2-hydroxy-1-((S)-2-oxo-4-(trifluoromethyl)imidazolidin-1-yl)ethyl)benzo[d]oxazol-2-yl)methyl)-1-ethyl-1H-pyrazole-5-carboxamide FC1(CCC(CC1)[C@H](NC(=O)C1=CC=NN1CC)C=1OC2=C(N1)C=C(C=C2)[C@H](CO)N2C(N[C@@H](C2)C(F)(F)F)=O)F